(7-chloro-1H-benzo[d]imidazol-2-yl)(2-methyl-6,7-dihydrooxazolo[5,4-c]pyridin-5(4H)-yl)methanone ClC1=CC=CC2=C1NC(=N2)C(=O)N2CC1=C(CC2)N=C(O1)C